N(=S)[O-].[Ag+] silver thionitrite